6-(cyclopropanecarboxamido)-4-((3-(1-cyclopropyl-1H-pyrazol-4-yl)-2-methoxyphenyl)amino)nicotinamide C1(CC1)C(=O)NC1=NC=C(C(=O)N)C(=C1)NC1=C(C(=CC=C1)C=1C=NN(C1)C1CC1)OC